N-(2-hydroxy-3-sulfopropyl)-3,5-dimethoxyaniline OC(CNC1=CC(=CC(=C1)OC)OC)CS(=O)(=O)O